C(C)(=O)O[C@@H]([C@H]1[C@@H]([C@H](CC(C(O)=O)(O)O1)O)NC(CO)=O)[C@H](O)CO 7-O-Acetyl-5-N-glycolyl-neuraminic acid